FC1=C(C=C(C(=C1O)F)C(F)(F)F)C1=NN(C2=NC(=NC=C21)N2CCC(CC2)NC(C(C)C)=O)C N-(1-(3-(2,4-Difluoro-3-hydroxy-5-(trifluoromethyl)phenyl)-1-methyl-1H-pyrazolo[3,4-d]pyrimidin-6-yl)piperidin-4-yl)isobutyramide